O=C([C@@H](O)[C@H](O)[C@H](O)CO)[O-] arabinonate